(2S)-2-({5-[2-(2,4-diamino-6-oxo-1,6-dihydropyrimidin-5-yl)acetamido]-6-methoxypyridin-2-yl}formamido)pentanedioic acid NC=1NC(C(=C(N1)N)CC(=O)NC=1C=CC(=NC1OC)C(=O)N[C@H](C(=O)O)CCC(=O)O)=O